1-(5-Acetyl-1-(tetrahydro-2H-pyran-4-yl)-4,5,6,7-tetrahydro-1H-pyrazolo[4,3-c]pyridin-3-yl)-7-fluoro-2,3-dihydro-1H-pyrido[2,3-b][1,4]oxazin-6-yl trifluoromethanesulfonate FC(S(=O)(=O)OC=1C(=CC2=C(OCCN2C2=NN(C3=C2CN(CC3)C(C)=O)C3CCOCC3)N1)F)(F)F